6-fluoro-4-((1S,4s)-4-((R)-1-(5-(3-fluoro-4-methylphenyl)-4H-1,2,4-triazol-3-yl)ethyl)cyclohexyl)quinoline FC=1C=C2C(=CC=NC2=CC1)C1CCC(CC1)[C@H](C)C1=NN=C(N1)C1=CC(=C(C=C1)C)F